5-(chloro(hydroxyimino)methyl)-2-methoxybenzoic acid ClC(C=1C=CC(=C(C(=O)O)C1)OC)=NO